N1(C=NC=2C1=C1C(=NC2)NC=C1)[C@H]1C[C@H](C1)CS(=O)(=O)N1CC(C1)C#N 1-((((cis)-3-(imidazo[4,5-d]pyrrolo[2,3-b]pyridin-1(6H)-yl)cyclobutyl)methyl)sulfonyl)azetidine-3-carbonitrile